C1(=CC=CC=C1)C=CCO 3-phenylpropan-2-ene-1-ol